((1R,3R)-3-((5-amino-1-(phenylsulfonyl)-1H-pyrrolo[2,3-b]pyridin-4-yl)amino)cyclopentyl)carbamic acid tert-butyl ester C(C)(C)(C)OC(N[C@H]1C[C@@H](CC1)NC1=C2C(=NC=C1N)N(C=C2)S(=O)(=O)C2=CC=CC=C2)=O